tert-butyl 3-(6-methoxy-5-methylpyridin-3-yl)piperidine-1-carboxylate COC1=C(C=C(C=N1)C1CN(CCC1)C(=O)OC(C)(C)C)C